C(C=C)(=O)[N+](C)(C)CC acryloylethyl-N,N-dimethylammonium